4-Tert-butyl-4-[[1-[[1-(2,6-dioxo-3-piperidyl)-3-methyl-2-oxo-benzimidazol-4-yl]methyl] azetidin-3-yl]oxymethyl]piperidine-1-carboxylate C(C)(C)(C)C1(CCN(CC1)C(=O)[O-])COC1CN(C1)CC1=CC=CC=2N(C(N(C21)C)=O)C2C(NC(CC2)=O)=O